(6-bromo-8-methylimidazo[1,2-a]pyrazin-2-yl)[(3R,3'R)-3'-hydroxy-1,4-dihydro-1'H,2H-spiro[isoquinoline-3,4'-piperidin]-1'-yl]methanone BrC=1N=C(C=2N(C1)C=C(N2)C(=O)N2C[C@H]([C@@]1(CC2)NCC2=CC=CC=C2C1)O)C